C[C@]12CCC[C@]3([C@@H]1CC[C@]45[C@@H]3CC[C@H](C4)[C@@](C5)(C)O)COC2=O The molecule is a kaurane diterpenoid that is (5beta,8alpha,13alpha)-18,20-epoxykauran-18-one substituted by a hydroxy group at position 16. Isolated from the roots of Tripterygium wilfordii, it exhibits anti-HIV activity. It has a role as a plant metabolite and an anti-HIV agent. It is a diterpene lactone, a kaurane diterpenoid, a tertiary alcohol and an organic heteropentacyclic compound.